8-(6-fluoro-7-methoxy-4-quinolyl)-2,8-diazaspiro[4.5]decane FC=1C=C2C(=CC=NC2=CC1OC)N1CCC2(CCNC2)CC1